2,4-divinyl-1,3-dioxan C(=C)C1OCCC(O1)C=C